CC/C=C\C/C=C\C/C=C\CCCCCCCC(=O)O[C@H](COC(=O)CCC/C=C\C/C=C\C/C=C\C/C=C\C/C=C\CC)COP(=O)(O)OC[C@H](CO)O 1-(5Z,8Z,11Z,14Z,17Z-eicosapentaenoyl)-2-(9Z,12Z,15Z-octadecatrienoyl)-glycero-3-phospho-(1'-sn-glycerol)